(R)-5-(4-acetylcyclohexyl)-N-(1-(1,1-difluoro-2,3-dihydro-1H-inden-4-yl)ethyl)-4-oxo-4,5-dihydro-2H-pyrazolo[4,3-c]pyridine-7-carboxamide C(C)(=O)C1CCC(CC1)N1C(C=2C(C(=C1)C(=O)N[C@H](C)C1=C3CCC(C3=CC=C1)(F)F)=NNC2)=O